CC1=C(OC2=NC=CC=C2C(=O)N)C(=CC(=C1)C)C 2-(2,4,6-trimethylphenoxy)pyridine-3-carboxamide